C(C)(=O)N[C@@H]1C[C@@](CC1)(C(=O)N[C@@H](C1(CCCC1)C)C1=C(C(=CC=C1F)Cl)Cl)C (1R,3S)-3-acetamido-N-((S)-(2,3-dichloro-6-fluorophenyl)(1-methylcyclopentyl)methyl)-1-methylcyclopentane-1-carboxamide